N(=C=O)CCC1CC2C(C(C1C2)CN=C=O)CCCN=C=O 6-(2-isocyanatoethyl)-2-isocyanatomethyl-3-(3-isocyanato-propyl)-bicyclo(2.2.1)heptane